C(#N)C1=CC=C2C=C(N(C2=C1)CC1=CC=C(C=C1)NC(CCNC(OC(C)(C)C)=O)=O)C(NC1CCC(CC1)(F)F)=O tert-Butyl (3-((4-((6-cyano-2-((4,4-difluorocyclohexyl)carbamoyl)-1H-indol-1-yl)-methyl)phenyl)amino)-3-oxopropyl)carbamate